FC(C(C(C(F)(F)F)(F)F)(F)F)(O)F perfluorobutanol